CN(C1=C(SC=2C1=NC=CC2OC)C(=O)OC)C methyl 3-(dimethylamino)-7-methoxythieno[3,2-b]pyridine-2-carboxylate